C(C(C)C)(=O)C=1C(=NN2C1C=CC=C2)C(C)C 3-isobutyryl-2-isopropyl-pyrazolo(1,5-a)pyridine